NC(CC[C@@H](C1=CC(=CC=C1)OC)NC(=O)N1CC2=CC(=CC(=C2CC1)C1=CC=C(C=C1)C(F)(F)F)C=1OC=CN1)=O (S)-N-(4-amino-1-(3-methoxyphenyl)-4-oxobutyl)-7-(oxazol-2-yl)-5-(4-(trifluoromethyl)phenyl)-3,4-dihydroisoquinoline-2(1H)-carboxamide